C(C(C)C)NC1=CC=C(CN2CC3(CC3)CN(C2=O)C2CCN(CC2)C)C=C1 5-(4-(isobutylamino)benzyl)-7-(1-methylpiperidin-4-yl)-5,7-diazaspiro[2.5]octan-6-one